4'-((2-(tert-Butyl)-1H-imidazol-1-yl)methyl)-3'-fluoro-5-isobutyl-N-(isothiazol-3-yl)-[1,1'-biphenyl]-2-sulfonamide C(C)(C)(C)C=1N(C=CN1)CC1=C(C=C(C=C1)C=1C(=CC=C(C1)CC(C)C)S(=O)(=O)NC1=NSC=C1)F